1-(3-pyridyl)propan-2-one (Z)-tert-butyl-((4-((3,4-dichloro-2-fluorophenyl)imino)-1-trideuteriomethyl-1,4,6,7-tetrahydrofuro[3,2-g]quinazolin-6-yl)methyl)carbamate C(C)(C)(C)N(C(O)=O)CC1COC2=C1C=C1/C(/N=CN(C1=C2)C([2H])([2H])[2H])=N/C2=C(C(=C(C=C2)Cl)Cl)F.N2=CC(=CC=C2)CC(C)=O